(5'S)-3-{[3-(methylsulfanyl)[1,2,4]triazolo[4,3-a]pyridin-6-yl]methoxy}-5'-(pyrazin-2-yl)tetrahydro-3'H-spiro[cyclobutane-1,2'-pyrrolo[2,1-b][1,3]oxazol]-3'-one CSC1=NN=C2N1C=C(C=C2)COC2CC1(C(N3C(O1)CC[C@H]3C3=NC=CN=C3)=O)C2